C(C1=CC=CC=C1)[C@H]1C(NC[C@H]2N1C([C@@H](N(C2)CCCC(C)C)CC(C)C)=O)=O (3S,6S,9aR)-6-benzyl-3-isobutyl-2-(4-methylpentyl)hexahydro-4H-pyrazino[1,2-a]pyrazine-4,7(6H)-dione